FC1(CC[C@@H](N(C1)C(C1=C(C=CC(=C1)NC1=NC=CC(=C1)OC(F)(F)F)C)=O)CNC(C)=O)F (R)-N-((5,5-difluoro-1-(2-methyl-5-((4-(trifluoromethoxy)pyridin-2-yl)amino)benzoyl)piperidin-2-yl)methyl)acetamide